CC1=CC=C(C=C1)C=1C=NC2=CC=CC=C2C1 3-(p-methylphenyl)quinoline